6,6',6'',6'''-((naphthalene-1,3,5,7-tetrayltetrakis(methylene))-tetrakis(sulfanediyl))tetrakis(hexane-1-sulfonate) C1(=CC(=CC2=C(C=C(C=C12)CSCCCCCCS(=O)(=O)[O-])CSCCCCCCS(=O)(=O)[O-])CSCCCCCCS(=O)(=O)[O-])CSCCCCCCS(=O)(=O)[O-]